C(CCC)[Sn](CCCC)(CCCC)F TRIBUTYLTIN FLUORIDE